methyl-3-bromo-5-(1-methylcyclopropyl)-4-oxo-1H,4H,5H-pyrrolo[3,2-c]pyridine-7-carboxylate COC(=O)C=1C2=C(C(N(C1)C1(CC1)C)=O)C(=CN2)Br